FC(C(=O)O)(F)F.FC(C(=O)O)(F)F.FC(C(=O)O)(F)F.[C@H]12CN(C[C@H](CC1)N2)C=2C1=C(N=C(N2)OCC23CCCN3CCC2)C(=C(N=C1)C=1C(=C(C(=CC1F)F)O)F)F 3-(4-((1R,5S)-3,8-diazabicyclo[3.2.1]octan-3-yl)-8-fluoro-2-((tetrahydro-1H-pyrrolizin-7a(5H)-yl)methoxy)pyrido[4,3-d]pyrimidin-7-yl)-2,4,6-trifluorophenol tris(2,2,2-trifluoroacetate)